FC=1C=CC(=C(C1)[C@@H]1N(CCC1)C1=NC=2N(C=C1)N=CC2C(=O)N)OCCN2CCOCC2 (R)-5-(2-(5-fluoro-2-(2-morpholinoethoxy)phenyl)pyrrolidin-1-yl)pyrazolo[1,5-a]pyrimidine-3-carboxamide